FC1=C(C=C(C(=C1C)I)OCOC)C(F)(F)F 2-fluoro-4-iodo-5-(methoxymethoxy)-3-methyl-1-(trifluoromethyl)benzene